5'-methyl-4-pentyl-2'-(prop-1-en-2-yl)-3-((pyridin-3-ylsulfonyl)carbamoyl)-1',2',3',4'-tetrahydro-[1,1'-biphenyl]-2,6-diyl diacetate C(C)(=O)OC1=C(C(=CC(=C1C(NS(=O)(=O)C=1C=NC=CC1)=O)CCCCC)OC(C)=O)C1C(CCC(=C1)C)C(=C)C